ClC1=NC=C(C=N1)S(=O)CC 2-chloro-5-(ethylsulfinyl)pyrimidine